COC(C1=CC(=C(C=C1)CBr)Cl)=O 4-(bromomethyl)-3-chlorobenzoic acid methyl ester